(2,6-difluoro-4-formylphenyl)-N-(4-(4-methylpiperazin-1-yl)phenyl)-1-((2-(trimethylsilyl)ethoxy)methyl)-1H-pyrazolo[3,4-c]pyridine-3-carboxamide FC1=C(C(=CC(=C1)C=O)F)C1=C2C(=CN=C1)N(N=C2C(=O)NC2=CC=C(C=C2)N2CCN(CC2)C)COCC[Si](C)(C)C